3-({bis(3-methoxybenzyl)aminocarbonyloxy}methyl)-5-({bis(3-methoxybenzyl)aminocarbonyloxy}methyl)pyridine COC=1C=C(CN(C(=O)OCC=2C=NC=C(C2)COC(=O)N(CC2=CC(=CC=C2)OC)CC2=CC(=CC=C2)OC)CC2=CC(=CC=C2)OC)C=CC1